ClC=1C=C(NC2(CCC3(C(CC4=CC=CC=C34)CCCOC3=C4C=CNC4=CC=C3)CC2)C(=O)O)C=CC1 4-(3-Chloroanilino)-2'-{3-[(1H-indol-4-yl)oxy]propyl}-2',3'-dihydrospiro[cyclohexane-1,1'-indene]-4-carboxylic acid